OC(CN(C(=O)NCCO)CC(C)O)C N,N-bis(2-hydroxypropyl)-N'-(2-hydroxyethyl)urea